S(=O)(=O)(O)O.CNC(S)=N (S)-Methyl-isothiourea sulfate